Trans-furan O1C=CC=C1